N-(4-bromo-1-methyl-1H-pyrazol-3-yl)nicotinamide BrC=1C(=NN(C1)C)NC(C1=CN=CC=C1)=O